2-(9-((1R,5S,7r)-3-oxa-9-azabicyclo[3.3.1]nonan-7-yl)-5-methyl-6,7,8,9-tetrahydro-5H-pyridazino[3,4-b][1,4]diazepin-3-yl)-5-(1-methyl-1H-pyrazol-4-yl)phenol [C@H]12COC[C@H](CC(C1)N1C3=C(N(CCC1)C)C=C(N=N3)C3=C(C=C(C=C3)C=3C=NN(C3)C)O)N2